(S)-2-((7-(6-chloro-1-(5-azaspiro[3.4]octan-7-yl)-1,2,3,4-tetrahydroquinolin-8-yl)thieno[3,2-b]pyridin-2-yl)methyl)-5-methylpyridazin-3(2H)-one, formic acid salt C(=O)O.ClC=1C=C2CCCN(C2=C(C1)C1=C2C(=NC=C1)C=C(S2)CN2N=CC(=CC2=O)C)[C@@H]2CNC1(CCC1)C2